C(#N)C1=C(OC2=CC=C3N=CC(=NC3=C2)OCC2(CCN(CC2)C(=O)OC(C)(C)C)F)C(=CC=C1NS(N(C)CC)(=O)=O)F tert-butyl 4-[[7-[2-cyano-3-[[ethyl(methyl)sulfamoyl]amino]-6-fluoro-phenoxy]quinoxalin-2-yl]oxymethyl]-4-fluoro-piperidine-1-carboxylate